C(C)C(C(=O)OCC1=CC=C2C(=NC=3N(C2=C1)C=NN3)N(C3=CC=CC=C3)CC)NC(=O)C=3N1C(C2=C(C=CC=C2C3O)C=3C=NC=CC3)=NC=N1 (5-(ethyl-(phenyl)amino)-[1,2,4]triazolo[4,3-a]quinazolin-8-yl)methanol ethyl-2-[[6-hydroxy-10-(3-pyridyl)-[1,2,4]triazolo[5,1-a]isoquinoline-5-carbonyl]amino]acetate